1-[2-[1-(2,2-difluoropropyl)-3-methyl-pyrazol-4-yl]-6-[5-[(6-methylpyridazin-3-yl)amino]benzimidazol-1-yl]-3-pyridyl]ethanol FC(CN1N=C(C(=C1)C1=NC(=CC=C1C(C)O)N1C=NC2=C1C=CC(=C2)NC=2N=NC(=CC2)C)C)(C)F